2-(((2R,3S,4R,5R)-5-(6-amino-2-chloro-9H-purin-9-yl)-3-ethynyl-3,4-dihydroxytetrahydrofuran-2-yl)methoxy)-2-(thiazol-4-yl)acetic acid NC1=C2N=CN(C2=NC(=N1)Cl)[C@H]1[C@@H]([C@@]([C@H](O1)COC(C(=O)O)C=1N=CSC1)(O)C#C)O